N[C@@H](C)C(=O)[O-].[Na+].N1C=NC(=C1)C=1C=CC(=NC1)C(=C)C 5-(1H-imidazol-4-yl)-2-(prop-1-en-2-yl)pyridine sodium alaninate